COC(CC1N(CCN(C1)C(=O)OC(C)(C)C)C(=O)OCC1=CC=CC=C1)=O 1-benzyl 4-(tert-butyl) 2-(2-methoxy-2-oxoethyl)piperazine-1,4-dicarboxylate